C(CC1=C(C=CC=C1)C=1C(=O)NC(C1)=O)C1=C(C=CC=C1)C=1C(=O)NC(C1)=O N'-(ethylene-di-1,2-phenylene)bismaleimide